FS(C1=CC=C(C(=O)NC=2OC(=NN2)C=2SC=CC2)C=C1)(F)(F)(F)F 4-(pentafluoro-sulfanyl)-N-(5-(thiophen-2-yl)-1,3,4-oxadiazol-2-yl)benzamide